3-chloro-6-(4-(cyclopropylmethyl)piperazin-1-yl)-2-fluoropyridin-4-amine ClC=1C(=NC(=CC1N)N1CCN(CC1)CC1CC1)F